1-(5-(5-chloro-2-methoxypyridin-4-yl)-1H-pyrazole-3-carbonyl)-N-((4-methylpyridin-3-yl)methyl)piperidine-4-carboxamide ClC=1C(=CC(=NC1)OC)C1=CC(=NN1)C(=O)N1CCC(CC1)C(=O)NCC=1C=NC=CC1C